1-hexadecyl-2-(8Z,11Z,14Z,17Z-eicosatetraenoyl)-sn-glycero-3-phosphocholine CCCCCCCCCCCCCCCCOC[C@H](COP(=O)([O-])OCC[N+](C)(C)C)OC(=O)CCCCCC/C=C\C/C=C\C/C=C\C/C=C\CC